OC(C(=O)NC1COC1)=C 2-hydroxy-N-(oxetan-3-yl)propenamide